NC=1C2=C(N=CN1)N(C=C2C=2SC1=C(C2)C=C(C=C1OC)Cl)[C@@H]1CN(CC1)C(C=C)=O (S)-1-(3-(4-amino-5-(5-chloro-7-methoxybenzothiophen-2-yl)-7H-pyrrolo[2,3-d]pyrimidin-7-yl)pyrrolidin-1-yl)prop-2-en-1-one